OC(CC1=C(C(=O)O)C=CC(=C1)O)C 2,4-dihydroxypropylbenzoic acid